6-(2-amino-6-fluoro-5-(4-((1-(3,3,3-trifluoropropyl)piperidin-4-yl)oxy)phenyl)pyridin-3-yl)-3,4-dihydroisoquinolin-1(2H)-one NC1=NC(=C(C=C1C=1C=C2CCNC(C2=CC1)=O)C1=CC=C(C=C1)OC1CCN(CC1)CCC(F)(F)F)F